1-(5-cyano-2-methylphenyl)guanidine trifluoroacetate salt FC(C(=O)O)(F)F.C(#N)C=1C=CC(=C(C1)NC(=N)N)C